OC=1C=CC=CC1C1=C(C=CC=C1)O 3,3'-dihydroxyl-4,4'-biphenyl